C(C(C)(C)C)(=O)OC=1C=CC2=C(OCCC=C2OS(=O)(=O)C(F)(F)F)C1C 9-methyl-5-(((trifluoromethyl) sulfonyl) oxy)-2,3-dihydrobenzo[b]oxepin-8-yl pivalate